N=S(=O)(CC1=CC=C(C=C1)C=1C=NC=2N(C1)N=CN2)C imino(methyl)[(4-{[1,2,4]triazolo[1,5-a]pyrimidin-6-yl}phenyl)methyl]-λ6-sulfanone